ClC1=NC=2N(C(=N1)Cl)N=CN2 5,7-dichloro-[1,2,4]triazolo[1,5-a][1,3,5]triazine